(8aS)-6-chloro-4-fluoro-5-(5-fluoro-1-methyl-1H-benzo[d]imidazol-4-yl)-8,8a,9,10,11,12-hexahydropyrazino[2',1':3,4][1,4]oxazepino[5,6,7-de]quinazoline ClC1=C2C3=C(N=CN=C3C(=C1C1=C(C=CC=3N(C=NC31)C)F)F)N3[C@H](CO2)CNCC3